CC1=C(C(CCC1)(C)C)CCC(=O)C α,β-dihydro-β-ionone